N[C@H]1CC=CC[C@@H]1C1=C(C2=NC(=CC(=C2S1)NCC=1SC=CN1)Cl)Cl 2-((1s,6s)-6-aminocyclohex-3-en-1-yl)-3,5-dichloro-N-(thiazol-2-ylmethyl)thieno[3,2-b]pyridin-7-amine